(S)-4-cyclopropyl-2-(methoxymethyl)indoline C1(CC1)C1=C2C[C@H](NC2=CC=C1)COC